ClC1=C(C(=CC(=C1)Cl)O)C1=CC=C(N=N1)N1CCC2(CC(C2)O)CC1 7-[6-(2,4-dichloro-6-hydroxy-phenyl)pyridazin-3-yl]-7-azaspiro[3.5]nonan-2-ol